OC1=C(C(=O)C2=CC=C(C=C2)CCC)C=CC(=C1)OCC 2-hydroxy-4-ethoxy-4'-propylbenzophenone